Cl.[N+](=O)([O-])C1CCC(CC1)N 4-nitrocyclohexan-1-amine hydrochloride salt